N1C2(CC1)NCCNC2 piperazinespiroazetidine